CC=1N=C(C2=C(N1)OC=C2C(=O)N2CC=1N(CC2)N=C(C1)C)NC1(CC1)C methyl-5-{2-methyl-4h,5h,6h,7h-pyrazolo[1,5-a]pyrazine-5-carbonyl}-N-(1-methylcyclopropyl)furo[2,3-d]pyrimidin-4-amine